ClCC1=C(C(=CC=2N(C(=NC21)COC)C)C(F)(F)F)C2=CC=CN1C(=CC(=C21)C=O)C(C2=CC(=C(C(=C2)F)F)F)=O 8-(4-(chloromethyl)-2-(methoxymethyl)-1-methyl-6-(trifluoromethyl)-1H-benzo[d]imidazol-5-yl)-3-(3,4,5-trifluorobenzoyl)indolizine-1-carbaldehyde